C(C)(C)(C)NC(=O)C1=C2C=CN(C2=CC=C1C#CCCNS(=O)(=O)C1=CC=C(C=C1)C)C(=O)OC(C)(C)C tert-butyl 4-(tert-butylcarbamoyl)-5-(4-((4-methylphenyl)-sulfonamido) but-1-yn-1-yl)-1H-indole-1-carboxylate